ethyl 1-(bicyclo[2.1.1]hexan-1-ylmethyl)-3-methyl-4-(trifluoromethyl)-1H-pyrazole-5-carboxylate C12(CCC(C1)C2)CN2N=C(C(=C2C(=O)OCC)C(F)(F)F)C